C(C)C1=C(C=NC=C1)C1=C2C=C(NC2=C(C(=C1)C=1CNCCC1)F)C(=O)N1CCN(CC1)C1=NC=C(C=C1OC)F (4-(4-Ethylpyridin-3-yl)-7-fluoro-6-(1,2,5,6-tetrahydropyridin-3-yl)-1H-indol-2-yl)(4-(5-fluoro-3-methoxypyridin-2-yl)piperazin-1-yl)methanone